1-(6-(1H-pyrazol-4-yl)pyrido[3,2-d]pyrimidin-4-yl)-5-fluoro-spiro[indoline-3,4'-piperidine] N1N=CC(=C1)C=1C=CC=2N=CN=C(C2N1)N1CC2(CCNCC2)C2=CC(=CC=C12)F